tert-butyl N-(4-[3-[(3-chloro-2-methoxyphenyl)amino]-6-(hydroxymethyl)-4-oxo-1H,5H,6H,7H-pyrrolo[3,2-c]pyridin-2-yl]pyrimidin-2-yl)carbamate ClC=1C(=C(C=CC1)NC1=C(NC2=C1C(NC(C2)CO)=O)C2=NC(=NC=C2)NC(OC(C)(C)C)=O)OC